C(C)OP(=O)([O-])[O-] ethylphosphate